C(C)(C)(C)N(C(=O)OCC1(CC2=CC=C(C=C2C1)C)C)CC1=CC=C(C=C1)CN1C(NC2=C1C=C(C=C2)C)=O 2,5-dimethyl-2-indanyl-methanol tert-butyl-4-((6-methyl-2-oxo-2,3-dihydro-1H-benzo[d]imidazol-1-yl)methyl)benzylcarbamate